CN1N=CC=C1CCC(=O)O 3-(1-methyl-1H-pyrazol-5-yl)propionic acid